C(C)OC(=O)C=1C=NN(C1)C1=NC(=C2N(C=NC2=N1)CC1=CC=C(C=C1)OC)OC 1-(6-Methoxy-7-(4-methoxybenzyl)-7H-purin-2-yl)-1H-pyrazole-4-carboxylic acid ethyl ester